N-acryloyl-N'-ethylpiperazine C(C=C)(=O)N1CCN(CC1)CC